ClC=1N=C(C2=C(N1)CN(CC2)C(=O)OC(C)(C)C)N2CC1(CCO1)CCC2 tert-butyl 2-chloro-4-(1-oxa-6-azaspiro[3.5]nonan-6-yl)-5,6-dihydropyrido[3,4-d]pyrimidine-7(8H)-carboxylate